tert-butyl (2-methyl-1-oxopropan-2-Yl)carbamate CC(C=O)(C)NC(OC(C)(C)C)=O